NC1=CC=C(C=C1)C1=CC=C(C=C1)C1=CC=C(C=C1)N 1,4-bis(4'-aminophenyl)benzene